C1(CCCCC1)NC(=O)C1=CC(=NC(=C1)C=1N=NN(C1)C=1C(=C(C(=O)O)C=CC1)O)C=1N=NN(C1)C=1C(=C(C(=O)O)C=CC1)O 4'-((4-(cyclohexylcarbamoyl)pyridin-2,6-diyl)bis(1H-1,2,3-triazole-4,1-diyl))bis(2-hydroxybenzoic acid)